C1(CCCCC1)C(=O)Cl cyclohexylformyl chloride